NC=1C=CC(=C2CN(C(C12)=O)CC(C#N)=C)C=1C=C2C(=NNC2=CC1)C1=CC(=CC=C1)OC 2-({7-amino-4-[3-(3-methoxyphenyl)-1H-indazol-5-yl]-1-oxo-2,3-dihydro-1H-isoindol-2-yl}methyl)prop-2-enenitrile